C1(=CC=CC=C1)SC1=CC=CC=2C(C3=CC=CC(=C3C(C12)=O)SC1=CC=CC=C1)=O 1,8-Bis(phenylthio)anthraquinone